4-(3-((2-((2-methyl-4-(4-(methylsulfonyl)piperazin-1-yl)phenyl)amino)-5-(trifluoromethyl)pyridin-4-yl)amino)propyl)-1,4-oxazepan-5-one CC1=C(C=CC(=C1)N1CCN(CC1)S(=O)(=O)C)NC1=NC=C(C(=C1)NCCCN1CCOCCC1=O)C(F)(F)F